C(C)(C)(C)C1=CC(=C(C=C1)C=1N(C(C(N1)C1=CC=C(C=C1)Cl)C1=CC=C(C=C1)Cl)C(=O)N1CCN(CC1)C(CNC(CCCCC#C)=O)=O)OCC N-(2-(4-(2-(4-(tert-butyl)-2-ethoxyphenyl)-4,5-bis(4-chlorophenyl)-4,5-dihydro-1H-imidazole-1-carbonyl)piperazin-1-yl)-2-oxoethyl)hept-6-ynamide